C(C=C)(=O)N1CCC(=CC1)C=1C=NC=C(C1)C(C(=O)NC=1SC(=CN1)C#N)C 2-(1'-propenoyl-1',2',3',6'-tetrahydro-[3,4'-bipyridin]-5-yl)-N-(5-cyanothiazol-2-yl)propanamide